CN(C=O)C.[Zn].[Zn] di-zinc dimethylformamide